carbamoylmethyl-2'-O-methyluridine C(N)(=O)C[C@@]1([C@H](OC)[C@H](O)[C@@H](CO)O1)N1C(=O)NC(=O)C=C1